C(CCC)OC(OCN1C(C=CC2=CC=C(C=C12)OCCCCN1CCN(CC1)C1=CC=CC=2SC=CC21)=O)=O Carbonic acid 7-[4-(4-benzo[b]thiophen-4-ylpiperazin-1-yl)butoxy]-2-oxo-2H-quinolin-1-ylmethyl ester butyl ester